BrC=1N=CC=2N(C1)C(=CN2)C2=NC=CC(=N2)N2C(C(NCC2)C=2C=NNC2)C 6-Bromo-3-(4-(2-methyl-3-(1H-pyrazol-4-yl)piperazin-1-yl)pyrimidin-2-yl)imidazo[1,2-a]pyrazine